3-acetyl-4-oxo-piperidine-1-carboxylic acid tert-butyl ester C(C)(C)(C)OC(=O)N1CC(C(CC1)=O)C(C)=O